C(CC(=O)O)C[C@@](CC(=O)O)(C(=O)O)O The molecule is a chiral tricarboxylic acid in which a central carbon carries hydroxy, carboxy, carboxymethyl and 3-carboxypropyl substituents with R-configuration at the chiral centre. It is a tricarboxylic acid and a tertiary alcohol. It is a conjugate acid of a (2R)-dihomocitrate(3-).